2-{2-[(1H-1,3-Benzodiazol-2-ylmethyl)amino]ethyl}-N-[(3-fluoropyridin-2-yl)methyl]-1,3-thiazole-4-carboxamide trihydrochloride Cl.Cl.Cl.N1C(=NC2=C1C=CC=C2)CNCCC=2SC=C(N2)C(=O)NCC2=NC=CC=C2F